5-phenyloxolane-2-thione C1(=CC=CC=C1)C1CCC(O1)=S